NC1CCN(CC1)CC(=O)O 4-amino-(1-carboxymethyl)piperidine